FC1=C(C=CC=C1F)CN1C(CCC1=O)CC(=O)NC=1N(N=CN1)C 2-[1-[(2,3-difluorophenyl)methyl]-5-oxo-pyrrolidin-2-yl]-N-(2-methyl-1,2,4-triazol-3-yl)acetamide